CC1=C(N=C(N=C1N)[C@H](CC(=O)N)NC[C@@H](C(=O)N)N)C(=O)N[C@@H]([C@H](C2=CN=CN2)O[C@H]3[C@H]([C@H]([C@@H]([C@@H](O3)CO)O)O)O[C@@H]4[C@H]([C@H]([C@@H]([C@H](O4)CO)O)OC(=O)N)O)C(=O)N[C@H](C)[C@H]([C@H](C)C(=O)N[C@@H]([C@@H](C)O)C(=O)NCCC5=N[C@H](CS5)C6=NC(=CS6)C(=O)NCCCCN=C(N)N)O The molecule is a glycopeptide originally isolated from the bacterium Streptomyces verticillus which contains a (4'R)-4',5'-dihydro-2,4'-bi-1,3-thiazole-2',4-diyl moiety with a a 4-guanidylbutylaminocarbonyl group attached to the 4-position of the terminal thiazole ring. Like all phleomycins, phleomycin D1 can form complexes with redox-active metals such as Co, Cu, and Fe. It has a role as an antineoplastic agent, an antifungal agent, an antimicrobial agent, an antibacterial agent and a bacterial metabolite. It is a chelate-forming peptide, a member of guanidines, a disaccharide derivative, a bi-1,3-thiazole and a glycopeptide.